COC1=CC=C(CN2C[C@H](OC3=C(C2)N=C(C=C3)O)C)C=C1 (2R)-4-(4-Methoxybenzyl)-2-methyl-2,3,4,5-tetrahydropyrido[2,3-f][1,4]oxazepin-7-ol